3-iodo-2-(6-methoxy-1,5-naphthyridin-4-yl)-1H,5H,6H,7H-pyrrolo[3,2-c]pyridin-4-one IC1=C(NC2=C1C(NCC2)=O)C2=CC=NC1=CC=C(N=C21)OC